FC=1C=C(C=CC1CN1CCN(CC1)C1CCN(CC1)C1=CC=C(C=C1)[C@H]1[C@H](CCC2=CC(=CC=C12)O)C1=CC=CC=C1)N1C(NC(CC1)=O)=O 1-(3-fluoro-4-((4-(1-(4-((1R,2S)-6-hydroxy-2-phenyl-1,2,3,4-tetrahydronaphthalen-1-yl)phenyl)piperidin-4-yl)piperazin-1-yl)methyl)phenyl)dihydropyrimidine-2,4(1H,3H)-dione